[GeH](=O)[O-].[Si+4].[GeH](=O)[O-].[GeH](=O)[O-].[GeH](=O)[O-] silicon germanate salt